BrC1=CC(=C(C=C1)[C@@H]1COCCCN1C1=CC(=NC(=C1)C)N)Cl (R)-4-(3-(4-bromo-2-chlorophenyl)-1,4-oxazepan-4-yl)-6-methylpyridin-2-amine